C1CCCCCCCCCC(C1)=O cyclododecane-11-one